3-((5-Fluoro-2-methyl-1-(3-(phenoxymethyl)benzylidene)-1H-inden-3-yl)-methyl)-1,2,4-oxadiazol-5(4H)-one FC=1C=C2C(=C(C(C2=CC1)=CC1=CC(=CC=C1)COC1=CC=CC=C1)C)CC1=NOC(N1)=O